Ethyl 1-[1-(5-chloro-2-{6-[4-(3,3,3-trifluoropropyl)piperazin-1-yl]pyridin-3-yl}phenyl)piperidin-3-yl]-5-(difluoromethyl)-1H-pyrazole-4-carboxylate ClC=1C=CC(=C(C1)N1CC(CCC1)N1N=CC(=C1C(F)F)C(=O)OCC)C=1C=NC(=CC1)N1CCN(CC1)CCC(F)(F)F